5-(5-fluoro-3-{[3-fluoro-5-(2-hydroxypropan-2-yl)phenyl]methoxy}pyridin-2-yl)-1-methylpyrrole-3-carboxamide FC=1C=C(C(=NC1)C1=CC(=CN1C)C(=O)N)OCC1=CC(=CC(=C1)C(C)(C)O)F